C(C=C)(=O)N1C[C@H](N([C@H](C1)C)CC(F)(F)F)C1=CC(=NC(=C1)Cl)C1=CC(=NC=N1)C(=O)NC 6-(4-((2R,6S)-4-acryloyl-6-methyl-1-(2,2,2-trifluoroethyl)piperazin-2-yl)-6-chloropyridin-2-yl)-N-methylpyrimidine-4-carboxamide